(S)-N-(1-(6-(3-cyanopyridin-2-yl)-1-neopentyl-1H-indol-3-yl)-2,2-difluoroethyl)cyclopropanesulfonamide C(#N)C=1C(=NC=CC1)C1=CC=C2C(=CN(C2=C1)CC(C)(C)C)[C@@H](C(F)F)NS(=O)(=O)C1CC1